1-tert-butoxycarbonylamino-cyclopropanecarboxylic acid C(C)(C)(C)OC(=O)NC1(CC1)C(=O)O